Cl.ClC=1C=C2CCCN(C2=C(C1)C1=NC=NN2C1=CC(=C2)CN2C(N(C=CC2=O)CC(F)(F)F)=O)C2CNCC2 3-((4-(6-chloro-1-(pyrrolidin-3-yl)-1,2,3,4-tetrahydroquinolin-8-yl)pyrrolo[2,1-f][1,2,4]triazin-6-yl)methyl)-1-(2,2,2-trifluoroethyl)pyrimidine-2,4(1H,3H)-dione hydrochloride